C(C=C)(=O)N1CCCC2=CC(=CC=C12)C1=C2C(=C(NC2=C(C=C1F)C(=O)N)C)C 4-(1-acryloyl-1,2,3,4-tetrahydroquinolin-6-yl)-5-fluoro-2,3-dimethyl-1H-indole-7-carboxamide